C1(CCCCC1)C[C@H](C(=O)N1CC([C@](CC1)(O)CN1C=C(C(=CC1=O)C1=C(C=CC=C1)F)C(=O)N(C)C)(C)C)C 1-(((S)-1-((R)-3-cyclohexyl-2-methylpropanoyl)-4-hydroxy-3,3-dimethylpiperidin-4-yl)methyl)-4-(2-fluorophenyl)-N,N-dimethyl-6-oxo-1,6-dihydropyridine-3-carboxamide